4-(benzylthio)-N-methylaniline C(C1=CC=CC=C1)SC1=CC=C(NC)C=C1